(3-((dimethylamino)methyl)azetidin-3-yl)butan CN(C)CC1(CNC1)CCCC